ClC1=C2C(=NN(C2=CC=C1)S(=O)(=O)C1=CC=C(C=C1)C)N1CC2C(C2CC1)(F)F 4-chloro-3-(7,7-difluoro-3-azabicyclo[4.1.0]heptan-3-yl)-1-(p-tolylsulfonyl)indazole